NC1=C(SC(=C1)C1=CC(=CC=C1)I)C(=O)N[C@@H]1CN(CCC1)C(=O)OCCCC butyl (S)-3-(3-amino-5-(3-iodophenyl)thiophene-2-carboxamido)piperidine-1-carboxylate